5-[4-amino-5-(trifluoromethyl)pyrrolo[2,1-f][1,2,4]triazin-7-yl]-N-[(3S)-1-(3,3-difluorocyclopentanecarbonyl)pyrrolidin-3-yl]-2-methoxypyridine NC1=NC=NN2C1=C(C=C2C=2C=CC(N(C2)[C@@H]2CN(CC2)C(=O)C2CC(CC2)(F)F)OC)C(F)(F)F